2-(3-(2-(2-aminoethoxy)ethoxy)propan-amido)-N-(5-chloropyridin-2-yl)benzamide NCCOCCOCCC(=O)NC1=C(C(=O)NC2=NC=C(C=C2)Cl)C=CC=C1